N-[4-(2-aminoethylcarbamoyl)-3-methyl-phenyl]-5-(2,3-difluoro-4-methoxy-phenyl)-1-methyl-imidazole-2-carboxamide NCCNC(=O)C1=C(C=C(C=C1)NC(=O)C=1N(C(=CN1)C1=C(C(=C(C=C1)OC)F)F)C)C